1-METHYL-2-N-PROPYLBENZENE CCCC1=CC=CC=C1C